bromophthalonitrile C1=CC(=C(C(=C1)Br)C#N)C#N